FC1=C2C=CN=CC2=C(C(=C1)F)COC=1C(=CC(=C(C1)N1C(NC=2C(C1=O)=C(SC2)C(=O)O)=O)F)OC 3-{5-[(5,7-Difluoroisoquinolin-8-yl)methoxy]-2-fluoro-4-methoxyphenyl}-2,4-dioxo-1H-thieno[3,4-d]pyrimidine-5-carboxylic acid